COS(=O)(=O)[O-].C(CCCCCCCCCCCCCCCC)[N+](C)(C)C heptadecyl-Trimethylammonium methylsulfate